(3-Nitro-phenyl)-hydrazine Hydrochloride Salt Cl.[N+](=O)([O-])C=1C=C(C=CC1)NN